C(C)C=1N=CC=2N(C=3C=C(C=C(C3C2N1)F)F)CC1=CC=C(CP(OCC)(OCC)=O)C=C1 diethyl (4-((2-ethyl-7,9-difluoro-5H-pyrimido[5,4-b]indol-5-yl)methyl)benzyl)phosphonate